Cyclopropyl ((((1S,4R)-4-(2-amino-6-chloro-9H-purin-9-yl)cyclopent-2-en-1-yl)methoxy)(4-chlorophenoxy)phosphoryl)-L-alaninate NC1=NC(=C2N=CN(C2=N1)[C@H]1C=C[C@H](C1)COP(=O)(OC1=CC=C(C=C1)Cl)N[C@@H](C)C(=O)OC1CC1)Cl